C(C)(C)(C)OC([C@H](N(CCCl)CCCl)CCC(=O)O)=O N,N-bis(2-chloroethyl)-D-glutamic acid-1-tert-butyl ester